9-(6-Aminopyridin-3-yl)-3,9-diazaspiro[5.5]undecane-3-carboxylic acid tert-butyl ester C(C)(C)(C)OC(=O)N1CCC2(CC1)CCN(CC2)C=2C=NC(=CC2)N